C(C)(C)(C)OC(=O)N1N=CC(=C1)C=1C=NC2=CC=C(N=C2C1)[Sn](C)(C)C 4-(6-(trimethylstannyl)-1,5-naphthyridin-3-yl)-1H-pyrazole-1-Carboxylic acid tert-butyl ester